ethyl 6-[(3-fluorophenyl)methyl]-9-[4-(trifluoromethyl)phenyl]-9H-carbazole-3-carboxylate FC=1C=C(C=CC1)CC=1C=C2C=3C=C(C=CC3N(C2=CC1)C1=CC=C(C=C1)C(F)(F)F)C(=O)OCC